C1[C@H](O)[C@@H](O)[C@H](O)CO1 D-1-deoxy-xylopyranose